ClC=1C(=NC(=NC1)N[C@@H]1[C@@H]([C@H]2C(O[C@@H]([C@H]1O)O2)([2H])[2H])C)C=2C=C(C1=C(N(C(=N1)C(C)(C)O)C(C)C)C2)F (1S,2S,3R,4S,5R)-3-((5-chloro-4-(4-fluoro-2-(2-hydroxypropan-2-yl)-1-isopropyl-1H-benzo[d]imidazol-6-yl)pyrimidin-2-yl)amino)-2-methyl-6,8-dioxabicyclo[3.2.1]octan-7,7-d2-4-ol